2-((4-chlorobenzyl)thio)-4-phenylbenzo[d]oxazole ClC1=CC=C(CSC=2OC3=C(N2)C(=CC=C3)C3=CC=CC=C3)C=C1